Methyl 2-(((4-methoxy-3,5-dimethylpyridin-2-yl)methyl)amino)-1-propyl-1H-benzo[d]imidazole-5-carboxylate COC1=C(C(=NC=C1C)CNC1=NC2=C(N1CCC)C=CC(=C2)C(=O)OC)C